(E)-5-(7-(Difluoromethyl)-1',3'-dimethyl-2'-oxo-7'-propyl-1',2',3,4-tetrahydro-2H-[1,5'-biquinolin]-6-yl)-N-(3-(2-(2,6-dioxopiperidin-3-yl)-1-oxoisoindolin-4-yl)allyl)picolinamide FC(C1=C(C=C2CCCN(C2=C1)C=1C=2C=C(C(N(C2C=C(C1)CCC)C)=O)C)C=1C=CC(=NC1)C(=O)NC\C=C\C1=C2CN(C(C2=CC=C1)=O)C1C(NC(CC1)=O)=O)F